O=C[C@H](CC=1N=CN(C1)C(C1=CC=CC=C1)(C1=CC=CC=C1)C1=CC=CC=C1)NC(=O)C1=CC2=C(S1)C=CC=C2 (S)-N-(1-oxo-3-(1-trityl-1H-imidazol-4-yl)propan-2-yl)benzo[b]thiophene-2-carboxamide